4-(6-(6-((5-Fluoro-6-methoxypyridin-3-yl)methyl)-3,6-diazabicyclo[3.1.1]heptan-3-yl)pyridin-3-yl)-6-(((S)-2-hydroxy-2-methylbut-3-yn-1-yl)oxy)pyrazolo[1,5-a]pyridine-3-carbonitrile FC=1C=C(C=NC1OC)CN1C2CN(CC1C2)C2=CC=C(C=N2)C=2C=1N(C=C(C2)OC[C@@](C#C)(C)O)N=CC1C#N